FC1(CCN(CC1)C1=C(C=CC(=N1)C1=NN=C(O1)C1=C(C=C(C=C1)C(CO)S(=O)(=O)N)N1CCC2(CC2)CC1)C=1C=NN(C1)C)F (4-(5-(6-(4,4-difluoropiperidin-1-yl)-5-(1-methyl-1H-pyrazol-4-yl)pyridin-2-yl)-1,3,4-oxadiazol-2-yl)-3-(6-azaspiro[2.5]oct-6-yl)phenyl)-2-hydroxyethane-1-sulfonamide